C1(CCCCC1)CCOC=1C=C(C=C2C=CN(C12)C(C)C)F 7-(2-Cyclohexylethoxy)-5-fluoro-1-isopropyl-1H-indole